(E)-methyl-5-(3-(3-chloro-2-oxo-5,6-dihydroxypyridine-1(2H)-yl)-3-oxoprop-1-en-1-yl)-2-methoxybenzoate COC(C1=C(C=CC(=C1)\C=C\C(=O)N1C(C(=CC(=C1O)O)Cl)=O)OC)=O